O=C(/C=C/C1=CC=C(C(=O)OCC)C=C1)C1=CC=CC=C1 ethyl 4-[(E)-3-oxo-3-phenylprop-1-enyl]benzoate